(3aR,6aS)-5-(1-Ethyl-6-ethynyl-1H-pyrazolo[3,4-d]pyrimidin-4-yl)hexahydro-1H-furo[3,4-c]pyrrole C(C)N1N=CC=2C1=NC(=NC2N2C[C@@H]1[C@H](C2)COC1)C#C